(1-(tert-butyloxycarbonyl)pyrrolidin-3-ylidene)acetic acid C(C)(C)(C)OC(=O)N1CC(CC1)=CC(=O)O